(3R)-3-(4-chlorophenyl)-2-[(5-chloropyridin-2-yl)methyl]-4-fluoro-6-[1-hydroxy-1-(1,3-thiazol-2-yl)ethyl]-3-methoxy-2,3-dihydro-1H-isoindol-1-one ClC1=CC=C(C=C1)[C@@]1(N(C(C2=CC(=CC(=C12)F)C(C)(C=1SC=CN1)O)=O)CC1=NC=C(C=C1)Cl)OC